Fluoro-2-(4-methyl-5-nitrothiophen-2-yl)-1,2,3,4-tetrahydroisoquinoline FC1N(CCC2=CC=CC=C12)C=1SC(=C(C1)C)[N+](=O)[O-]